tert-butyl (S)-3-((5-isopropyl-4-(8-methoxy-[1,2,4]triazolo[1,5-a]pyridin-6-yl)-2-nitrophenyl)amino)piperidine-1-carboxylate C(C)(C)C=1C(=CC(=C(C1)N[C@@H]1CN(CCC1)C(=O)OC(C)(C)C)[N+](=O)[O-])C=1C=C(C=2N(C1)N=CN2)OC